(1-methylcyclopropoxy)-3-(6-piperazin-1-ylpyrimidin-4-yl)-1H-indazole CC1(CC1)ON1N=C(C2=CC=CC=C12)C1=NC=NC(=C1)N1CCNCC1